ClC1=CC=C(C=C1)CN1C([C@H](CSC2=C1C=C(C(=C2)F)C2=NOC(N2)=O)NC(OC(C)(C)C)=O)=O tert-butyl N-[(3R)-5-[(4-chlorophenyl)methyl]-8-fluoro-4-oxo-7-(5-oxo-4H-1,2,4-oxadiazol-3-yl)-2,3-dihydro-1,5-benzothiazepin-3-yl]carbamate